2-methylmethylmercaptobenzimidazole CC=1NC2=C(N1)C=CC=C2SC